(8S)-N-[(4-Carbamimidoylphenyl)methyl]-7-{2-[(4-phenoxyphenyl)formamido]acetyl}-1,4-dioxa-7-azaspiro[4.4]nonane-8-carboxamide C(N)(=N)C1=CC=C(C=C1)CNC(=O)[C@H]1N(CC2(OCCO2)C1)C(CNC(=O)C1=CC=C(C=C1)OC1=CC=CC=C1)=O